C1(=C(C=CC=C1)C=1C(=C2C(=CC1)N=C1C=CC3=C4C=CC=CC4=NC3=C12)C1=C(C=CC=C1)C=1C(=CC=CC1)C1=CC=CC=C1)C=1C(=CC=CC1)C1=CC=CC=C1 di(Terphenylyl)indolocarbazole